C(C1=CC=CC=C1)OC1=C(N2C(C3=C(C(=CC=C13)Cl)OC1=CC=CC=C1)=NC=N2)C(=O)O.C(#N)N2C[C@H](CC2)C(=O)NC=2SC1=C(N2)C=C(C=C1)C=1C=C2C=CN(C2=CC1)C (S)-1-cyano-N-(5-(1-methyl-1H-indol-5-yl)benzo[d]thiazol-2-yl)pyrrolidine-3-carboxamide 6-(benzyloxy)-9-chloro-10-phenoxy-[1,2,4]triazolo[5,1-a]isoquinoline-5-carboxylate